C(C=C)(=O)OCCCCCCCO[Si](OC)(OC)CCCCCCCO[Si](OC)(OC)OC acryloyloxyhexyltrimethoxysilaneOxyheptyl-trimethoxysilane